S(=O)(=O)(C1=CC=C(C)C=C1)OCOC(=O)N1CCC1 ((tosyloxy)methyl)azetidine-1-carboxylate